[1,4]diazepino[5,6-g]quinazolin-3(4H)-carboxylate N=1CN(CC2=CC=3C(=CC12)C=NC=CN3)C(=O)[O-]